(3-{1-[2-(4-chlorophenyl)imidazo[1,2-a]pyrimidin-3-yl]ethyl}-3,8-diazabicyclo[3.2.1]oct-8-yl)(3-fluoro-6-methoxypyridin-2-yl)methanone ClC1=CC=C(C=C1)C=1N=C2N(C=CC=N2)C1C(C)N1CC2CCC(C1)N2C(=O)C2=NC(=CC=C2F)OC